N=1CCN2C=NC=3C=CC(=CC3C21)OC=2C(=C(C=CC2)NS(=O)(=O)CCC)F N-(3-((2,3-Dihydroimidazo[1,2-c]quinazolin-9-yl)oxy)-2-fluorophenyl)propane-1-sulfonamide